NC1=C(C=C(S1)C(=O)OC)NC[C@H]1OCCC1 methyl (S)-5-amino-4-(((tetrahydrofuran-2-yl)methyl)amino)thiophene-2-carboxylate